C(C)[C@H]1N(CCNC1)C1=CC=C(C=N1)N1C(NC(CC1)=O)=O (R)-1-(6-(2-ethylpiperazin-1-yl)pyridin-3-yl)dihydropyrimidine-2,4(1H,3H)-dione